ClC=1C=C(C=CC1)C(=O)N1C=2C=CC(=NC2CCC1)C(C(=O)NC1=CC=C(C=C1)F)(C)C 2-[5-(3-chlorobenzene-1-carbonyl)-5,6,7,8-tetrahydro-1,5-naphthyridin-2-yl]-N-(4-fluorophenyl)-2-methylpropanamide